ClC1=C(C=C(OCC(=O)NN)C=C1)F 2-(4-chloro-3-fluorophenoxy)acethydrazide